6-bromo-1-methyl-2-oxo-4-{4-[5-(propan-2-yl)-1,3-benzoxazol-2-yl]piperidin-1-yl}-1,2-dihydroquinoline-3-carbonitrile BrC=1C=C2C(=C(C(N(C2=CC1)C)=O)C#N)N1CCC(CC1)C=1OC2=C(N1)C=C(C=C2)C(C)C